C(C)OC1=CC=C(C=C1)C(=O)N1CCN(CC1)CCCC1=CC=CC=C1 (4-ethoxyphenyl)-[4-(3-phenylpropyl)piperazin-1-yl]methanone